4-chloro-2-(2-fluoropropan-2-yl)-6-methylpyrimidine ClC1=NC(=NC(=C1)C)C(C)(C)F